(R)-3-(2-((R)-3-methoxypyrrolidine-1-carbonyl)-6-(3-methyl-1H-pyrrolo[2,3-b]pyridin-5-yl)-1,2,3,4-tetrahydroisoquinolin-8-yl)morpholine-4-carboxylic acid tert-butyl ester C(C)(C)(C)OC(=O)N1[C@@H](COCC1)C=1C=C(C=C2CCN(CC12)C(=O)N1C[C@@H](CC1)OC)C=1C=C2C(=NC1)NC=C2C